(3-morpholinophenyl)-4-(4-nitrophenoxy)pyrimidin-2-amine O1CCN(CC1)C=1C=C(C=CC1)C=1C(=NC(=NC1)N)OC1=CC=C(C=C1)[N+](=O)[O-]